5-chloro-1-(3-hydroxypropyl)-1,4-dihydroquinoxaline-2,3-dione ClC1=C2NC(C(N(C2=CC=C1)CCCO)=O)=O